2-(1-(tetrahydro-2H-pyran-2-yl)-1H-pyrazol-5-yl)-1-((2-(trimethylsilyl)ethoxy)methyl)-1H-benzo[d]imidazole O1C(CCCC1)N1N=CC=C1C1=NC2=C(N1COCC[Si](C)(C)C)C=CC=C2